CS(=O)(=O)OC1CCC(CC1)C=1C=NN2C1C=CC(=C2)C=2C=NN(C2)C 4-(6-(1-methyl-1H-pyrazol-4-yl)pyrazolo[1,5-a]pyridin-3-yl)cyclohexyl methanesulfonate